1-[3-(1,1-difluoroethyl)-6-[5-[[6-[(3-methoxyazetidin-1-yl)methyl]pyridazin-3-yl]amino]benzimidazol-1-yl]-2-pyridyl]-5-methyl-pyrazole-3-carbonitrile FC(C)(F)C=1C(=NC(=CC1)N1C=NC2=C1C=CC(=C2)NC=2N=NC(=CC2)CN2CC(C2)OC)N2N=C(C=C2C)C#N